4-(amino)-L-phenylalanine NC1=CC=C(C[C@H](N)C(=O)O)C=C1